2-(2-chlorophenyl)-N-(3-(4-methylpiperazin-1-yl)-5-sulfamoylisoquinolin-7-yl)acetamide ClC1=C(C=CC=C1)CC(=O)NC1=CC(=C2C=C(N=CC2=C1)N1CCN(CC1)C)S(N)(=O)=O